COC(=O)C1=C(C=2N(N=C1)C=C(N2)C)C(C)(C)OC 2-methyl-8-(2-methoxypropan-2-yl)imidazo[1,2-b]pyridazine-7-carboxylic acid methyl ester